1-((1s,3s)-3-(3-azabicyclo[3.2.0]hept-3-yl)-3-methylcyclobutyl)-6-bromo-3,3-dimethyl-1,3-dihydro-2H-pyrrolo[3,2-b]pyridin-2-one [C@H]12CN(CC2CC1)C1(CC(C1)N1C(C(C2=NC=C(C=C21)Br)(C)C)=O)C